1-palmitoyl-3-oleoyl-glycerol C(CCCCCCCCCCCCCCC)(=O)OCC(O)COC(CCCCCCC\C=C/CCCCCCCC)=O